Cl.N1=CN=C(C2=C1NC=C2)NC2=CC(=C1N(C2=O)C2(NC1=O)CCCCC2)Cl 6'-((7H-pyrrolo[2,3-d]pyrimidin-4-yl)amino)-8'-chloro-2'H-spiro(cyclohexane-1,3'-imidazo[1,5-a]pyridine)-1',5'-dione hydrochloride